tert-butyl (3S)-3-[(1R)-2-[[2-ethoxy-6-(4-methoxycarbonylpiperazin-1-yl)pyridine-3-carbonyl]-amino]-1-hydroxy-ethyl]-7-(oxazol-5-ylmethoxy)-3,4-dihydro-1H-isoquinoline-2-carboxylate C(C)OC1=NC(=CC=C1C(=O)NC[C@@H](O)[C@H]1N(CC2=CC(=CC=C2C1)OCC1=CN=CO1)C(=O)OC(C)(C)C)N1CCN(CC1)C(=O)OC